(3ar,6as)-tetrahydro-1H-cyclopenta[c]thiophen-5(3H)-one C1SC[C@H]2[C@@H]1CC(C2)=O